4-chloro-2-ethynyl-1-(trifluoromethyl)benzene ClC1=CC(=C(C=C1)C(F)(F)F)C#C